[N+](=[N-])=NS(=O)(=O)C1=CC=C(C=C1)C N-diazo-4-methyl-benzenesulfonamide